C(C1=CC=CC=C1)CC1=CC=C(C=C1)S(=O)(=O)O.N[C@@H](C)C(=O)O L-alanine benzyl-p-toluenesulfonate